N1=CN=C(C2=C1SC1=C2CCC1)C1CCN(CC1)CC=1C=C2CN(C(C2=CC1)=O)C1C(NC(CC1)=O)=O 3-(5-((4-(6,7-dihydro-5H-cyclopenta[4,5]thieno[2,3-d]pyrimidin-4-yl)piperidin-1-yl)methyl)-1-oxoisoindolin-2-yl)piperidine-2,6-dione